2-fluorophenyl-piperidin-4-yl-piperazine-1-carboxylic acid FC1=C(C=CC=C1)C1(N(CCNC1)C(=O)O)C1CCNCC1